C(C)(C)(C)OC(=O)N1C(CCC1)C1=CC(=C(C=C1)C(CBr)=O)F 2-(4-(2-bromoacetyl)-3-fluorophenyl)pyrrolidine-1-carboxylic acid tert-butyl ester